(2R,4R)-N-((S)-1-((4-amidinobenzyl)amino)-1-oxoprop-2-yl)-4-(3-methoxyphenyl)pyrrolidine-2-carboxamide dihydrochloride Cl.Cl.C(N)(=N)C1=CC=C(CNC([C@H](C)NC(=O)[C@@H]2NC[C@H](C2)C2=CC(=CC=C2)OC)=O)C=C1